N1CCC12CCN(CC2)C2=C1C=CC(=NC1=C(C=C2)C(=O)NC=2C=C(C=1N(C2)C=C(N1)C)F)C 5-{1,7-diazaspiro[3.5]non-7-yl}-N-{8-fluoro-2-methylimidazo[1,2-a]pyridin-6-yl}-2-methylquinoline-8-carboxamide